N-(o-tolyl)-p-toluenesulfonamide C1(=C(C=CC=C1)NS(=O)(=O)C1=CC=C(C)C=C1)C